5-((6-bromo-3-isopropyl-3H-imidazo[4,5-c]pyridin-4-yl)amino)-N-(1-(difluoromethyl)cyclopropyl)-4-fluoro-2-methyl-benzamide BrC1=CC2=C(C(=N1)NC=1C(=CC(=C(C(=O)NC3(CC3)C(F)F)C1)C)F)N(C=N2)C(C)C